C(C)(C)(C)OC(=O)NC=1SC2=C(N1)C(=CC=C2)B(O)O [2-(tert-butoxycarbonylamino)-1,3-benzothiazol-4-yl]boronic acid